C/C(/CO)=C\C[C@@H]1C(C(=CC1)C)(C)C (R,E)-2-methyl-4-(2,2,3-trimethylcyclopent-3-en-1-yl)but-2-en-1-ol